6-(thiazolo[4,5-d]pyrimidin-7-yl)-2,6-diazaspiro[3.4]octane-8-carboxamide S1C=NC=2N=CN=C(C21)N2CC1(CNC1)C(C2)C(=O)N